CN(C1=CC2=C(C=N1)N=C(N2)C2=C(C=1C(NC2=O)=CN(N1)C)N[C@@H](C(C)C)C1=NC=CC=N1)C |o1:23| (S*)-6-(6-(dimethylamino)-1H-imidazo[4,5-c]pyridin-2-yl)-2-methyl-7-((2-methyl-1-(pyrimidin-2-yl)propyl)amino)-2H-pyrazolo[4,3-b]pyridin-5(4H)-one